(1r,4r)-4-((3-methylpyridin-2-yl)oxy)cyclohexane-1-carbonitrile CC=1C(=NC=CC1)OC1CCC(CC1)C#N